N4-(3-Isopropyl-1-methyl-1H-pyrazol-5-yl)-N2-(2-methoxy-4-(4-methylpiperazin-1-yl)phenyl)pyridine-2,4-diamine C(C)(C)C1=NN(C(=C1)NC1=CC(=NC=C1)NC1=C(C=C(C=C1)N1CCN(CC1)C)OC)C